1-(tert-butyl)piperidine-4-carboxylic acid hydrochloride Cl.C(C)(C)(C)N1CCC(CC1)C(=O)O